C1(CC1)CN(C(OC(C)(C)C)=O)C1(CN(C1)C1=NC=C(C(=C1)F)B1OC(C(O1)(C)C)(C)C)C tert-butyl N-(cyclopropylmethyl)-N-[1-[4-fluoro-5-(4,4,5,5-tetramethyl-1,3,2-dioxaborolan-2-yl)-2-pyridyl]-3-methyl-azetidin-3-yl]carbamate